N[C@@H](CCC(=O)N[C@@H](CS)C(=O)NCC(=O)O)C(=O)O N-(N-L-gamma-glutamyl-L-cysteinyl)glycine